[N+](=O)([O-])C1=CC=C(OCP(OC(C(C)(C)C)C)(F)=O)C=C1 p-nitrophenoxysoman